[Ce].[Cu].[Mn].[Ni] nickel-manganese-copper-cerium